2,3-dihydro-1H-inden-5-yl-imidazo[2,1-f][1,2,4]Triazin-4(3H)-one formate C(=O)O.C1CCC2=CC(=CC=C12)C1=NN2C(C(N1)=O)=NC=C2